CC1=CC=C(C=C1)S(=O)=O p-toluenesulfonic acid monohydride